Monocalcium Phosphat P(=O)([O-])([O-])O.[Ca+2]